O1CC(=CC1)C1=C(C=C(C=C1)C=1C=C2C(=NC1)N(C=C2)S(=O)(=O)C2=CC=C(C)C=C2)CN(C)C 5-(4-(2,5-dihydrofuran-3-yl)-3-((dimethylamino)methyl)phenyl)-1-p-toluenesulfonyl-1H-pyrrolo[2,3-b]pyridin